COC=1C(C(=CC(C1)=O)CCCCC)=O 2-methoxy-6-amyl-1,4-benzoquinone